N-(6-(5-chloro-6-fluoro-7-(isopropylamino)-1H-indazol-4-yl)imidazo[1,2-a]pyrazin-2-yl)tetrahydrofuran-2-carboxamide ClC=1C(=C2C=NNC2=C(C1F)NC(C)C)C=1N=CC=2N(C1)C=C(N2)NC(=O)C2OCCC2